C(CCCCC(=O)OC1=C(C(=CC(=C1)C)C)C(C)(CC=O)C)(=O)OC(COC(CCCCCCCCCCCCCCC)=O)COC(CCCCCCCCCCCCCCC)=O 1,3-Bis(palmitoyloxy)propan-2-yl (3,5-dimethyl-2-(2-methyl-4-oxobutan-2-yl)phenyl) adipate